C(C)(C)N1CCN(CC1)C1=CC=C(C=C1)C=1C=C(C2=C(N(C(=N2)C2=CC=C(C=C2)S(=O)(=O)C)C)C1)C1=CC=NC=C1 6-(4-(4-isopropylpiperazin-1-yl)phenyl)-1-methyl-2-(4-(methylsulfonyl)phenyl)-4-(pyridin-4-yl)-1H-benzo[d]imidazole